C(CCC)OCCOCCO\C=C(\CC)/CCCC (Z)-3-((2-(2-butoxyethoxy)ethoxy)methylene)heptane